C(C)(C)(C)OC(=O)NCCCC[C@H](NC(=O)C=1C=C(C=C2/C(/C(NC12)=O)=C/C=1NC(=C(C1C)C(NCCN(CC)CC)=O)C)F)C(=O)OC methyl (Z)-N6-(tert-butoxycarbonyl)-N2-(3-((4-((2-(diethylamino)ethyl)carbamoyl)-3,5-dimethyl-1H-pyrrol-2-yl)methylene)-5-fluoro-2-oxoindoline-7-carbonyl)-L-lysinate